COC(=O)C=1C=C2N=C(C=3N(C2=CC1)C=CC3)NCCCC(F)(F)F.[N+](=O)([O-])C3=CC=C(C=C3)C(C(=O)NC3=C1C=CC=NC1=C1N=CC=CC1=C3)=O 2-(4-nitrophenyl)-N-(1,10-phenanthroline-5-yl)glyoxylamide methyl-4-((4,4,4-trifluorobutyl)amino)pyrrolo[1,2-a]quinoxaline-7-carboxylate